CC1=C(C(=NC=C1)C1=C2C(=NC=C1)C=CS2)C(=O)N2CCOCC2 7-(4-methyl-3-(morpholine-4-carbonyl)pyridin-2-yl)thieno[3,2-b]pyridin